C1N(CCCC2=C1C=CC=C2)C2=NC(=NC=1CCCCC21)N 4-(1,3,4,5-Tetrahydro-2H-benzo[c]azepin-2-yl)-5,6,7,8-tetrahydroquinazolin-2-amine